5-(((2-fluoro-3-methoxyphenyl)amino)methylene)-2,2-dimethyl-1,3-dioxane-4,6-dione FC1=C(C=CC=C1OC)NC=C1C(OC(OC1=O)(C)C)=O